palladium(II) bis(triisopropylphosphine) bis(trifluoroacetate) FC(C(=O)[O-])(F)F.FC(C(=O)[O-])(F)F.C(C)(C)P(C(C)C)C(C)C.C(C)(C)P(C(C)C)C(C)C.[Pd+2]